C(C)N1C=2C=NC(=NC2N([C@@](C1=O)(C)CC)CC)NCC=1C=NN(C1)CC1=CC=C(C=C1)F (7S)-5,7,8-triethyl-2-(((1-(4-fluorobenzyl)-1H-pyrazol-4-yl)methyl)amino)-7-methyl-7,8-dihydropteridin-6(5H)-one